O1C(OCC1)CN 1,3-dioxolan-2-methylamine